BrC1=C(N(C)C)C(=CC(=C1C)C)Br 2,6-dibromo-tetramethylaniline